2-(3-chlorophenyl)-2-methyl-1-phenylpropyl (3-cyclohexyl-1-((4-(cyclopropylamino)-3,4-dioxo-1-(2-oxopyrrolidin-3-yl)butan-2-yl)amino)-1-oxopropan-2-yl)carbamate C1(CCCCC1)CC(C(=O)NC(CC1C(NCC1)=O)C(C(=O)NC1CC1)=O)NC(OC(C(C)(C)C1=CC(=CC=C1)Cl)C1=CC=CC=C1)=O